N1C=CC2=CC(=CC=C12)NC1C2=C(C=3N(CC1)N=NC3C)C=CC(=C2)C=2CCN(CC2)C(=O)OC(C)(C)C tert-butyl 4-(7-((1H-indol-5-yl)amino)-1-methyl-6,7-dihydro-5H-benzo[c][1,2,3]triazolo[1,5-a]azepin-9-yl)-3,6-dihydropyridine-1(2H)-carboxylate